BrC=1C(=CC2=C(OCO2)C1)C(=O)N(C[C@H](COCC1=CC=C(C=C1)OC)C)C1=CCC2(OCCO2)CC1 6-bromo-N-(1,4-dioxaspiro[4.5]dec-7-en-8-yl)-N-{(2R)-3-[(4-methoxyphenyl)methoxy]-2-methylpropyl}-2H-1,3-benzodioxole-5-carboxamide